7-((trimethylsilyl)oxy)-5H-indeno[5,6-d][1,3]dioxole-6-carbaldehyde C[Si](OC1=C(CC2=CC3=C(OCO3)C=C12)C=O)(C)C